3-(5'-ethyl-5-fluoro[3,3'-bipyridin]-2-yl)-3-methoxy-5,5-dimethyl-6-oxocyclohex-1-ene-1-carbonitrile C(C)C=1C=C(C=NC1)C=1C(=NC=C(C1)F)C1(C=C(C(C(C1)(C)C)=O)C#N)OC